OCC([C@H](C[C@H]1C(NCC1)=O)NC([C@H](CC(C)C)NC(=O)C(=O)N)=O)=O ((S)-1-(((S)-4-hydroxy-3-oxo-1-((S)-2-oxopyrrolidin-3-yl)butan-2-yl)amino)-4-methyl-1-oxopentan-2-yl)oxamide